O=C(CC\C=C/CCCCC(=O)O)CCCCCCCC 10-oxo-cis-6-octadecenoic acid